C(C)(C)(C)OC(=O)N1C(C(CC1)C1=CC2=C(N=CN2C2=NC(=C(C=C2)C(C)=O)N2N=C(C=C2C)C#N)C=C1Br)=O 3-[3-[5-acetyl-6-(3-cyano-5-methyl-pyrazol-1-yl)-2-pyridinyl]-6-bromo-benzoimidazol-5-yl]oxopyrrolidine-1-carboxylic acid tert-butyl ester